[Co].[Si].[Ni].[Cu] copper nickel silicon cobalt